C(CC#C)OC(C(=O)OCCC#C)=O oxalic acid di(3-butynyl) ester